(R)-1-(5-chloro-3-fluoro-pyridin-2-yl)-3-isopropyl-4-((S)-1-(4-(trifluoro-methyl)phenyl)ethyl)piperazine-2,5-dione ClC=1C=C(C(=NC1)N1C([C@H](N(C(C1)=O)[C@@H](C)C1=CC=C(C=C1)C(F)(F)F)C(C)C)=O)F